(aminomethyl)-5-isopropylimidazolidine-2,4-dione hydrochloride Cl.NCN1C(NC(C1C(C)C)=O)=O